FC1(CCN(CC1)CC1=CC=C(CNC=2C=CC=C3C(=NN(C23)C)C2C(NC(CC2)=O)=O)C=C1)F 3-(7-((4-((4,4-difluoropiperidin-1-yl)methyl)benzyl)amino)-1-methyl-1H-indazol-3-yl)piperidine-2,6-dione